4-[(2R)-3-(3,4-dihydro-1H-isoquinolin-2-yl)-2-hydroxy-propyl]-8-(4-pyridylmethoxy)-2,3-dihydro-1,4-benzoxazepin-5-one C1N(CCC2=CC=CC=C12)C[C@H](CN1CCOC2=C(C1=O)C=CC(=C2)OCC2=CC=NC=C2)O